COC1=NC=CC=C1C1=CC=CC=C1OC1(N=NNC1)C(=O)O 4-(6-(methoxypyridin-3-yl)phenoxy)-1H-1,2,3-triazole-4-carboxylic acid